tert-butyl 3-(4-(pyrrolidin-1-yl)phenyl)propylcarbamate N1(CCCC1)C1=CC=C(C=C1)CCCNC(OC(C)(C)C)=O